(R)-1-(3-(trifluoromethyl)phenyl)ethane-1-amine hydrochloride Cl.FC(C=1C=C(C=CC1)[C@@H](C)N)(F)F